1-tert-butyl 3-methyl 6-(methoxymethyl)piperidine-1,3-dicarboxylate COCC1CCC(CN1C(=O)OC(C)(C)C)C(=O)OC